CC=1N=C2N(N=C(C(=C2)C)N2CC=3C=C(C=NC3CC2)C2=CN=C(S2)C)C(C1)=O 2,8-dimethyl-7-(3-(2-methylthiazol-5-yl)-7,8-dihydro-1,6-naphthyridin-6(5H)-yl)-4H-pyrimido[1,2-b]pyridazin-4-one